3-methyl-2-(((((S)-oxetan-2-yl)methyl)amino)methyl)pyrrolo[2,1-f][1,2,4]triazin-4(3H)-one CN1C(=NN2C(C1=O)=CC=C2)CNC[C@H]2OCC2